sodium methyl 4-fluorobenzoate FC1=CC=C(C(=O)OC)C=C1.[Na]